CC1=NOC(=C1C=1C=C2C(=NC(=NC2=CC1)N1CCC2(CCN(C2=O)C)CC1)N1[C@H](COCC1)C1=CC=CC=C1)C (S)-8-(6-(3,5-dimethylisoxazol-4-yl)-4-(3-phenylmorpholino)Quinazoline-2-Yl)-2-methyl-2,8-diazaspiro[4.5]Decan-1-one